S1C=NC(=C1)CN1CCN(CC1)CC1=CC=C2CCC3(C2=C1)CCC(CC3)C(=O)O 6'-({4-[(1,3-thiazol-4-yl)methyl]piperazin-1-yl}methyl)-2',3'-dihydrospiro[cyclohexane-1,1'-indene]-4-carboxylic acid